FC1=CC=C(OC2=CC=C(C=N2)S(=O)(=O)N2[C@H]([C@@H]3CC[C@H](C2)N3C(=O)OCC)C(NO)=O)C=C1 ethyl (1S,2R,5R)-3-((6-(4-fluorophenoxy) pyridin-3-yl) sulfonyl)-2-(hydroxycarbamoyl)-3,8-diazabicyclo[3.2.1]octane-8-carboxylate